propyl-L-proline-tert-butylamide C(C)(C)(C)NC([C@H]1N(CCC1)CCC)=O